ClC1=CC=C(C=C1)C1=CC(=NN1CC1=C(C=CC=C1)Cl)COC(C(=O)O)(C)C 2-([5-(4-Chlorophenyl)-1-[(2-chlorophenyl)-methyl]1H-pyrazol-3-yl]methoxy)-2-methyl-propanoic acid